2-((3-bromopyridin-2-yl)amino)ethan-1-ol BrC=1C(=NC=CC1)NCCO